N-(3-((3-(9H-purin-6-yl)pyridin-2-yl)amino)-4-methylphenyl)-6-methyl-4-(trifluoromethyl)picolinamide N1=CN=C2NC=NC2=C1C=1C(=NC=CC1)NC=1C=C(C=CC1C)NC(C1=NC(=CC(=C1)C(F)(F)F)C)=O